BrC=1N=CC(=NC1)N1CCC2(CC1)OC1=C([C@H]2NC(OC(C)(C)C)=O)C=C(C=C1)F (R)-tert-butyl (1'-(5-bromopyrazin-2-yl)-5-fluoro-3H-spiro[benzofuran-2,4'-piperidin]-3-yl)carbamate